ClC1=NC2=CC(=CC=C2C=C1)OC[C@H]1O[C@H]([C@@H]2OC(O[C@@]21C)(C)C)N2C=CC1=C2N=CN=C1Cl 2-chloro-7-(((3aR,4R,6R,6aR)-6-(4-chloro-7H-pyrrolo[2,3-d]pyrimidin-7-yl)-2,2,3a-trimethyltetrahydrofuro[3,4-d][1,3]dioxol-4-yl)methoxy)quinoline